6-((1R,2R)-2-(4-methylpyrimidin-2-yl)cyclobutyl)-4-oxo-1-((R)-1-(6-(trifluoromethyl)pyridin-3-yl)ethyl)-4,5-dihydro-1H-pyrazolo[3,4-d]pyrimidine-3-carbonitrile CC1=NC(=NC=C1)[C@H]1[C@@H](CC1)C=1NC(C2=C(N1)N(N=C2C#N)[C@H](C)C=2C=NC(=CC2)C(F)(F)F)=O